4-{2-[(tert-butyldimethylsilyl)oxy]ethyl}-2H,3H-pyrido[4,3-b][1,4]oxazin-8-ylboronic acid [Si](C)(C)(C(C)(C)C)OCCN1C2=C(OCC1)C(=CN=C2)B(O)O